methyl 3-fluoro-4-(1-isopropyl-4-(trifluoromethyl)-1H-imidazol-2-yl)-5-methoxybenzoate FC=1C=C(C(=O)OC)C=C(C1C=1N(C=C(N1)C(F)(F)F)C(C)C)OC